FC(COC=1C=C2CCN3[C@@H](C2=CC1OC)C[C@H]([C@@H](C3)CC(C)(C)C)O)F (2R,3R,11bR)-9-(2,2-difluoroethoxy)-3-(2,2-dimethylpropyl)-10-methoxy-1H,2H,3H,4H,6H,7H,11bH-pyrido[2,1-a]isoquinolin-2-ol